O=C1NC(CC[C@H]1N1C(C2=CC=CC(=C2C1)OCC1=CC(=C(C=C1F)SC1CCN(CC1)C1=C(C=C(C#N)C=C1)F)F)=O)=O (R)-4-(4-((4-(((2-(2,6-dioxopiperidin-3-yl)-1-oxoisoindolin-4-yl)oxy)methyl)-2,5-difluorophenyl)thio)piperidin-1-yl)-3-fluorobenzonitrile